(S)-4-(2-amino-3-(4-(3-oxo-morpholino)phenyl)propanamido)benzoic acid tert-butyl ester C(C)(C)(C)OC(C1=CC=C(C=C1)NC([C@H](CC1=CC=C(C=C1)N1C(COCC1)=O)N)=O)=O